(S)-2-(5-(2-(3-fluoroazetidin-1-yl) ethyl)-1-methyl-2-oxo-1,2-dihydropyridin-3-yl)-4-methylpentanoate FC1CN(C1)CCC=1C=C(C(N(C1)C)=O)[C@@H](C(=O)[O-])CC(C)C